6-(5-Cyclopropylpyrazol-1-yl)-2-azaspiro[3.3]heptane-2-carboxylic acid tert-butyl ester C(C)(C)(C)OC(=O)N1CC2(C1)CC(C2)N2N=CC=C2C2CC2